FC(CCC1CN(C2=C(S(C1F)(=O)=O)C=C(C(=C2)C(F)(F)F)OC)C2=CC(=CC=C2)F)(C)F 3-(3,3-difluorobutyl)-2-fluoro-5-(3-fluorophenyl)-8-methoxy-7-(trifluoromethyl)-2,3,4,5-tetrahydrobenzo[b][1,4]thiazepine 1,1-dioxide